FC(COC(C)=O)F acetic acid-2,2-difluoroethyl ester